4-((3-methoxy-4-(2-methyl-2H-1,2,3-triazol-4-yl)pyridin-2-yl)amino)-N-(methyl-d3)-6-((1S,2S)-2-methylcyclopropane-1-carboxamido)pyridazine-3-carboxamide COC=1C(=NC=CC1C1=NN(N=C1)C)NC1=C(N=NC(=C1)NC(=O)[C@@H]1[C@H](C1)C)C(=O)NC([2H])([2H])[2H]